3-ethylthio-1-butanol C(C)SC(CCO)C